N1(CCCC1)C1=CC=CC=N1 6-(pyrrolidin-1-yl)pyridin